C(CCC)N(C(=O)NC=1C(=CC(=C(C(=O)N)C1)F)F)C1CCN(CC1)CC1=CC=C(C=C1)OC1=CC=C(C=C1)NS(=O)(=O)C 5-[({butyl[1-(4-{4-[(methylsulfonyl)amino]phenoxy}benzyl)piperidin-4-yl]amino}carbonyl)amino]-2,4-difluorobenzamide